CON(C(CCCC(=O)N(C)OC)=O)C N1,N5-dimethoxy-N1,N5-dimethyl-glutaramide